(1S*,2S*,3S*,5R*)-(±)-2-(benzyloxy)-8-oxabicyclo[3.2.1]octan-3-ol C(C1=CC=CC=C1)O[C@@H]1[C@@H]2CC[C@H](C[C@@H]1O)O2 |r|